CC1(OB(OC1(C)C)C1=CC=C(C=C1)C(=C(C1=CC=CC=C1)C1=CC=CC=C1)C1=CC=CC=C1)C 4,4,5,5-tetramethyl-2-[4-(1,2,2-triphenylvinyl)phenyl]-1,3,2-dioxaborolan